tert-butyl((trans-4-(hydroxy(5-methoxy-1-(triisopropylsilyl)-1H-pyrrolo[2,3-b]pyridin-4-yl)methyl)cyclohexyl)methyl)sulfonyl(methyl)carbamate C(C)(C)(C)OC(N(C)S(=O)(=O)C[C@@H]1CC[C@H](CC1)C(C1=C2C(=NC=C1OC)N(C=C2)[Si](C(C)C)(C(C)C)C(C)C)O)=O